N-(6-(4-(tert-butyl)phenyl)-1-(4-(trifluoromethoxy)phenyl)-1H-pyrazolo[3,4-d]pyrimidin-4-yl)-5-nitrothiophene-2-carboxamide C(C)(C)(C)C1=CC=C(C=C1)C1=NC(=C2C(=N1)N(N=C2)C2=CC=C(C=C2)OC(F)(F)F)NC(=O)C=2SC(=CC2)[N+](=O)[O-]